C(C1=CC=CC=C1)OC1=NN(C(=C1Cl)NC(=O)N[C@@H]1CN(C[C@H]1C1=CC(=C(C=C1)F)F)CCOC)C 1-(3-(benzyloxy)-4-chloro-1-methyl-1H-pyrazol-5-yl)-3-((3s,4r)-4-(3,4-difluorophenyl)-1-(2-methoxyethyl)pyrrolidin-3-yl)urea